(4,5,6,7-tetrahydropyrazolo[1,5-a]pyridin-3-yl)methanone N1=CC(=C2N1CCCC2)C=O